ClC=1C(=NC(=NC1)NC1=C(C=C(C=C1)N1CCC(CC1)N1CCN(CC1)CCCCCC1=C2CN(C(C2=CC=C1)=O)C1C(NC(CC1)=O)=O)OC)NC1=C(C=CC=C1)P(=O)(OC)OC 3-(4-(5-(4-(1-(4-((5-chloro-4-((2-(dimethylphosphono)phenyl)amino)pyrimidin-2-yl)amino)-3-methoxyphenyl)piperidin-4-yl)piperazin-1-yl)pentyl)-1-oxoisoindolin-2-yl)piperidine-2,6-dione